tridecylic acid chloride C(CCCCCCCCCCCC)(=O)Cl